2-({1-[5-(4,4-dimethylpiperidin-1-yl)-2-methyl-7-oxothieno[3,2-b]pyran-3-yl]ethyl}amino)benzoic acid CC1(CCN(CC1)C1=CC(C2=C(O1)C(=C(S2)C)C(C)NC2=C(C(=O)O)C=CC=C2)=O)C